C[C@H]1C(=O)[C@H]([C@H]([C@H](O1)OP(=O)(O)OP(=O)(O)OC[C@@H]2[C@H]([C@H]([C@@H](O2)N3C=CC(=O)NC3=O)O)O)NC(=O)C)O The molecule is a UDP-amino sugar having 2-acetamido-2,6-dideoxy-beta-L-lyxo-hex-4-ulose as the amino sugar component. It is an UDP-amino sugar and a secondary alpha-hydroxy ketone. It is a conjugate acid of an UDP-2-acetamido-2,6-dideoxy-beta-L-lyxo-hex-4-ulose(2-).